(S)-4-(7-bromo-2-chloro-6,8-difluoroquinazolin-4-yl)-3-methylpiperazine-1-carboxylic acid tert-butyl ester C(C)(C)(C)OC(=O)N1C[C@@H](N(CC1)C1=NC(=NC2=C(C(=C(C=C12)F)Br)F)Cl)C